CC1=NN=C2N1C1=C(C(=C(C=C1NC2(C)C)C)C=2C=CC=C1C(=CNC21)C)C 1,4,4,7,9-Pentamethyl-8-(3-methyl-1H-indol-7-yl)-5H-[1,2,4]triazolo[4,3-a]quinoxaline